C(N)(=O)[C@H]1N2C(N([C@H](CC1)C2)OS(=O)(=O)OCC(C(=O)OC2COC2)(C)C)=O oxetan-3-yl 3-(((((1R,2S,5R)-2-carbamoyl-7-oxo-1,6-diazabicyclo[3.2.1]octan-6-yl)oxy)sulfonyl)oxy)-2,2-dimethylpropanoate